NC[C@H](COC=1C=C(C=CC1F)NC(C1=C(C=C(C(=C1)Cl)C(F)(F)F)OC1=C(C=C(C=C1)F)C)=O)O (R)-N-(3-(3-amino-2-hydroxypropoxy)-4-fluorophenyl)-5-chloro-2-(4-fluoro-2-methylphenoxy)-4-(trifluoromethyl)benzamide